tert-butyl ((3R,4R)-3-fluoro-2,2,6,6-tetramethylpiperidin-4-yl)(4-methoxybenzyl)carbamate F[C@H]1C(NC(C[C@H]1N(C(OC(C)(C)C)=O)CC1=CC=C(C=C1)OC)(C)C)(C)C